C(=O)[O-].C(C)(C)(C)OC(CCC(=O)OCOC(C(=O)OC1CC2CCC(C1)[N+]21CCCC1)(C1=CC=CC=C1)C1=CC=CC=C1)=O 3-(2-(((4-(tert-Butoxy)-4-oxobutanoyl)oxy)methoxy)-2,2-diphenylacetoxy)spiro[bicyclo[3.2.1]octane-8,1'-pyrrolidin]-1'-ium formate